3',5'-difluoro-4'-[(1-{[4-(propan-2-yl)phenyl]carbamoyl}-DL-prolyl)amino][1,1'-biphenyl]-4-carboxylic acid FC=1C=C(C=C(C1NC([C@H]1N(CCC1)C(NC1=CC=C(C=C1)C(C)C)=O)=O)F)C1=CC=C(C=C1)C(=O)O |r|